C(#N)[C@H](C[C@H]1C(NCCC1)=O)NC(=O)[C@H]1N(C[C@@H]2[C@H]1CC(C2)(F)F)C(=O)C=2NC1=C(C=CC(=C1C2)C(F)F)Cl (1S,3aS,6aR)-N-((S)-1-cyano-2-((S)-2-oxopiperidin-3-yl)ethyl)-2-(4-(difluoromethyl)-7-chloro-1H-indole-2-carbonyl)-5,5-difluorooctahydrocyclopenta[c]pyrrole-1-carboxamide